ClC=1N=C(NC1C1=C(C=C(C(=O)N)C=C1)C)C1=NC=C(C=C1)F 4-[4-Chloro-2-(5-fluoro-2-pyridyl)-1H-imidazol-5-yl]-3-methyl-benzamide